acrylamido-N-((4,6-diethyl-2-oxo-1,2-dihydropyridin-3-yl)methyl)-4-methyl-4'-(morpholinomethyl)-[1,1'-biphenyl]-3-carboxamide C(C=C)(=O)NC1=C(C=CC(=C1C(=O)NCC=1C(NC(=CC1CC)CC)=O)C)C1=CC=C(C=C1)CN1CCOCC1